8-(benzofuran-5-yl)benzoxazinedione O1C=CC2=C1C=CC(=C2)C2=CC=CC=1C(C(NOC12)=O)=O